3,3-difluoro-1-methylamino-cyclobutanecarboxylic acid methyl ester COC(=O)C1(CC(C1)(F)F)NC